Cyclopropyl-6-(5-((4-fluorophenyl)carbamoyl)spiro[2.3]hexan-5-yl)-3,4-dihydro-1,5-naphthyridin-1(2H)-carboxylat C1(CC1)OC(=O)N1CCCC2=NC(=CC=C12)C1(CC2(CC2)C1)C(NC1=CC=C(C=C1)F)=O